1-(3-acetylphenyl)-3-(3-(2-methoxyethyl)-4-oxo-2-(piperidin-1-ylmethyl)-3,4-dihydroquinazolin-6-yl)urea hydrochloride Cl.C(C)(=O)C=1C=C(C=CC1)NC(=O)NC=1C=C2C(N(C(=NC2=CC1)CN1CCCCC1)CCOC)=O